FC1=C(CN2C(C3=C(C(=C2)C(=O)N[C@@H]2[C@H](CCC2)O)OC=C3)=O)C(=CC(=C1)C=1C3=CN(N=C3C=CC1)C)F 5-(2,6-difluoro-4-(2-methyl-2H-indazol-4-yl)benzyl)-N-((1S,2S)-2-hydroxycyclopentyl)-4-oxo-4,5-dihydrofuro[3,2-c]pyridine-7-carboxamide